C(#N)C=1C=C(C=C(C1OC(CCN(C)C)CCC1=CC=CC=C1)F)S(=O)(=O)NC(=O)C1(CCCCC1)F N-((3-CYANO-4-((1-(DIMETHYLAMINO)-5-PHENYLPENTAN-3-YL)OXY)-5-FLUOROPHENYL)SULFONYL)-1-FLUOROCYCLOHEXANE-1-CARBOXAMIDE